ClC1=CC=C(C(=N1)C(=O)O)N[C@H](C)C1=NC(=CC(=C1)C)N1C(N(C[C@@H]1CC1=CC=C(C=C1)F)C)=O 6-Chloro-3-(((R)-1-(6-((S)-5-(4-fluorobenzyl)-3-methyl-2-oxoimidazolidin-1-yl)-4-methylpyridin-2-yl)ethyl)amino)picolinic acid